C(C)(C)[Sn](N(C)C)(OC(C)(C)CC)OC(C)(C)CC isopropylbis(t-amyloxy)(dimethylamino)tin